N1(CCC1)C(=O)C1=C(C(=NC(=C1)NC1=NNC(=C1)C)C[C@@]1(C[C@H](N(CC1)CC1=C(C(=CC=C1)Cl)F)C)C(=O)O)F (2R,4R)-4-((4-(azetidine-1-carbonyl)-3-fluoro-6-((5-methyl-1H-pyrazol-3-yl)amino)pyridin-2-yl)methyl)-1-(3-chloro-2-fluorobenzyl)-2-methylpiperidine-4-carboxylic acid